trans-2-octene-1,8-dicarboxylic acid anhydride C1\C=C\CCCCCC(=O)OC1=O